FC1(CC(C1)[C@@H](C(=O)N1[C@@H]([C@@H]2[C@H](C1)CCC2)C(=O)N[C@H](C=O)C[C@H]2C(NCCC2)=O)NC(C(F)(F)F)=O)F (1S,3aR,6aS)-2-((S)-2-(3,3-difluorocyclobutyl)-2-(2,2,2-trifluoroacetamido)acetyl)-N-((S)-1-oxo-3-((S)-2-oxopiperidin-3-yl)propan-2-yl)octahydrocyclopenta[c]pyrrole-1-carboxamide